[Cl-].C1(=CC=CC2=CC3=CC=CC=C3C=C12)C1=NC=CC=C1 anthracylpyridine Chloride